2-hydroxyethyl-carbamimidate OCCNC([O-])=N